C1(=CC=CC=C1)C1=CC(=C(C=C1)C1=NN2C(NCCC2)=C1C(=O)N)O 2-(4-phenylhydroxyphenyl)-4,5,6,7-tetrahydropyrazolo[1,5-a]pyrimidine-3-carboxamide